1H-benzotriazol-1-yloxytris[pyrrolidin-1-yl]phosphonium N1(N=NC2=C1C=CC=C2)O[P+](N2CCCC2)(N2CCCC2)N2CCCC2